[N+](=O)([O-])C=1C(=CC(=C(C1)\C=N\O[Si](C)(C)C(C)(C)C)Cl)F N-[(E)-(5-Nitro-2-chloro-4-fluorophenyl)methylen]-O-[tert-butyl(dimethyl)silyl]hydroxylamin